N-[5-chloro-2-methyl-4-(trifluoromethyl)phenyl]-2-iodoacetamide ClC=1C(=CC(=C(C1)NC(CI)=O)C)C(F)(F)F